tert-butyl 4-[4-(4-{5-chloro-2-fluoro-3-[(pyrrolidine-1-sulfonyl)amino]phenyl}-3-(pyridin-4-yl)pyrazol-1-yl)-3-fluorophenyl]-1,4-diazepane-1-carboxylate ClC=1C=C(C(=C(C1)C=1C(=NN(C1)C1=C(C=C(C=C1)N1CCN(CCC1)C(=O)OC(C)(C)C)F)C1=CC=NC=C1)F)NS(=O)(=O)N1CCCC1